bicyclo[1.1.1]pent-1-yl-potassium trifluoroborate B(F)(F)F.C12(CC(C1)C2)[K]